1-[5-[[5-chloro-4-[2-(2-pyridyl)morpholin-4-yl]pyrimidin-2-yl]amino]-3-pyridyl]pyrrolidin-2-one ClC=1C(=NC(=NC1)NC=1C=C(C=NC1)N1C(CCC1)=O)N1CC(OCC1)C1=NC=CC=C1